FC=1C=C2C(C[C@H]([C@@H](C2=CC1F)NC(=O)NC=1C(=NC(=C(C1)C)C=1C=NC(=NC1)O)C1CCOCC1)O)(C)C ((1R,2R)-6,7-difluoro-2-hydroxy-4,4-dimethyl-1,2,3,4-tetrahydronaphthalen-1-yl)-3-(6-(2-hydroxypyrimidin-5-yl)-5-methyl-2-(tetrahydro-2H-pyran-4-yl)pyridin-3-yl)urea